BrC=1C=CC=2N=NN(C=3C2C1C=CC3)C3C(NC(CC3)=O)=O 3-(6-bromo-1H-naphtho[1,8-de][1,2,3]triazin-1-yl)piperidine-2,6-dione